N,N-dimethyl-2-(5-((2R,5S)-5-methylpiperidin-2-yl)benzo[d]thiazol-2-yl)propan-2-amine CN(C(C)(C)C=1SC2=C(N1)C=C(C=C2)[C@@H]2NC[C@H](CC2)C)C